methyl ((4-bromophenoxy)chlorophosphorothioyl)-L-alaninate BrC1=CC=C(OP(=S)(Cl)N[C@@H](C)C(=O)OC)C=C1